N-(2-(4-(2-aminopropan-2-yl)-6-(4-fluorophenyl)pyridin-2-yl)-2-hydroxypropyl)-3-ethoxy-1-methyl-1H-pyrazole-5-carboxamide NC(C)(C)C1=CC(=NC(=C1)C1=CC=C(C=C1)F)C(CNC(=O)C1=CC(=NN1C)OCC)(C)O